(5-(6-((4,4-dimethylpiperidin-1-yl)methyl)imidazo[1,2-a]pyridin-8-yl)-1-oxoisoindolin-2-yl)piperidine-2,6-dione CC1(CCN(CC1)CC=1C=C(C=2N(C1)C=CN2)C=2C=C1CN(C(C1=CC2)=O)N2C(CCCC2=O)=O)C